6-(tert-butyl) 3-ethyl 4-methyl-4,7-dihydrothieno[2,3-c]pyridine-3,6(5H)-dicarboxylate CC1C2=C(CN(C1)C(=O)OC(C)(C)C)SC=C2C(=O)OCC